The molecule is a five-membered cyclic dicarboximide compound having a chloro substituent on the nitrogen atom. It is a pyrrolidinone and a dicarboximide. It derives from a succinimide. C1CC(=O)N(C1=O)Cl